N1CCC(CC1)C1C(CCCC1)N 2-(piperidin-4-yl)cyclohexan-1-amine